3-({[(3S,5S)-5-fluoro-1-(pyridin-3-yl)piperidin-3-yl][(2-methylpyridin-4-yl)methyl]amino}methyl)-1-methyl-1,4-dihydroquinolin-4-one F[C@H]1C[C@@H](CN(C1)C=1C=NC=CC1)N(CC1=CC(=NC=C1)C)CC1=CN(C2=CC=CC=C2C1=O)C